CN1C2=C(N(C(C1=O)=O)C1CCN(CC1)CC1=CC=C(C=C1)OC(F)(F)F)N=CC(=C2)C(=O)N 1-methyl-2,3-diketo-4-(1-(4-(trifluoromethoxy)benzyl)piperidin-4-yl)-1,2,3,4-tetrahydropyrido[2,3-b]pyrazine-7-carboxamide